ClC=1N=CC=C2C1N(C(=C2)C2=NN1C(C=CC(=C1)C(=O)OCC)=C2C)CC2CC2 Ethyl 2-(7-chloro-1-(cyclopropylmethyl)-1H-pyrrolo[2,3-c]pyridin-2-yl)-3-methylpyrazolo[1,5-a]pyridine-6-carboxylate